NC1=C(C=C(C#N)C=C1)I 4-amino-3-iodobenzonitrile